B(O)(O)O.C(CCCCC)CC(O)(C)C(C)(C)O hexyl-pinacol borate